tert-butyl (4,6-dichloro-2,3-dihydro-1H-inden-2-yl)carbamate ClC1=C2CC(CC2=CC(=C1)Cl)NC(OC(C)(C)C)=O